tert-butyl 2-(1-(3-isopropylphenyl) cyclopropyl)-4-oxo-3,5,7,8-tetrahydropyrido[4,3-d]pyrimidine-6(4H)-carboxylate C(C)(C)C=1C=C(C=CC1)C1(CC1)C=1NC(C2=C(N1)CCN(C2)C(=O)OC(C)(C)C)=O